O=C1C(=CC=NN1CC1CCN(CC1)C(=O)OC(C)(C)C)C#CC1=CC=CC=C1 tert-butyl 4-((6-oxo-5-(phenylethynyl)pyridazin-1(6H)-yl)methyl)piperidine-1-carboxylate